(R)-1-(3-fluoropyridin-4-yl)-3-methylpiperazine dihydrochloride Cl.Cl.FC=1C=NC=CC1N1C[C@H](NCC1)C